C(C)(=O)[O-].[NH4+].O water ammonium acetate